C(C)C1=CC=2C(C3=CC=CC=C3SC2C(=C1)CC)=O 2,4-Diethylthioxanth-9-one